N1(N=CN=C1)S(=O)(=O)C1=CC=C(C=C1)C(=O)N1CCN(CC1)C1=CC=C(C=C1)OC (4-((1H-1,2,4-triazol-1-yl)sulfonyl)phenyl)(4-(4-methoxyphenyl)piperazin-1-yl)-methanone